5-bromo-2-(1-ethoxyethenyl)-4-methylpyridine BrC=1C(=CC(=NC1)C(=C)OCC)C